CC(COC(=O)[C@H](C)NP(=O)(N[C@@H](C)C(=O)OCC(C)(C)C)OC[C@@]1([C@H]([C@H]([C@@H](O1)N1C(=O)N=C(N)C=C1)O)O)C=C)(C)C 4'-Vinylcytidin-5'-{N,N'-bis[(S)-1-(2,2-dimethylpropoxycarbonyl)ethyl] phosphordiamidat}